S1C2=C(C=C1)C(=CC=C2)N2CCN(CC2)CCCCOC2=CC=C1C(CC(N(C1=C2)COC(CC(C)C)=O)=O)(C)C 3-Methyl-butyric acid 7-[4-(4-benzo[b]thiophen-4-ylpiperazin-1-yl)butoxy]-4,4-dimethyl-2-oxo-3,4-dihydro-2H-quinolin-1-ylmethyl ester